6-chloro-N-((4,5-difluoro-1H-benzo[d]imidazol-2-yl)methyl)-3-(5-methylthiophen-3-yl)imidazo[1,2-b]pyridazin-8-amine ClC=1C=C(C=2N(N1)C(=CN2)C2=CSC(=C2)C)NCC2=NC1=C(N2)C=CC(=C1F)F